O1C=NC=C1.[Br] bromine oxazole